N=1C=C(N2C1C=CC=C2)C=2C=C(OC2)C(CCC(=O)O)=O 4-(4-(imidazo[1,2-a]pyridin-3-yl)furan-2-yl)-4-oxobutanoic acid